C(CCC=O)C/C=C\\C[C@H](/C=C/C=C/C=C\\[C@H](CCCC(=O)[O-])O)O The molecule is a leukotriene anion that is the conjugate base of 20-oxoleukotriene B4 arising from deprotonation of the carboxylic acid function; major species at pH 7.3. It is an omega-oxo fatty acid anion, a leukotriene anion and a hydroxy monocarboxylic acid anion. It is a conjugate base of a 20-oxoleukotriene B4.